Monomethylolphenol C(O)C1=CC=C(C=C1)O